ClC1=C(C=CC=C1C1=NN(C=C1)CC)SC=1N=NC(=CN1)N1CCC2([C@@H]([C@@H](OC2)C)N)CC1 (3S,4S)-8-(3-((2-chloro-3-(1-ethyl-1H-pyrazole-3-yl)phenyl)mercapto)-1,2,4-triazine-6-yl)-3-methyl-2-oxa-8-azaspiro[4.5]decane-4-amine